F[C@@H]1CNCC[C@@H]1N(C(OC(C)(C)C)=O)C tert-butyl N-[(3R,4S)-3-fluoro-4-piperidyl]-N-methyl-carbamate